FC1=NC(=CC(=C1C(CCCCC)O)F)F 1-(2,4,6-trifluoropyridin-3-yl)hexan-1-ol